FC1=C(C(=O)N2CC(C2)NC(OCC2=CC=CC=C2)=O)C=C(C=C1)\C=C\1/OC(C2=CC=CC=C12)=O (Z)-benzyl (1-(2-fluoro-5-((3-oxoisobenzofuran-1(3H)-ylidene)methyl)benzoyl)azetidin-3-yl)carbamate